O1CC(C(C1)CS(=O)(=O)[O-])CS(=O)(=O)[O-] tetrahydrofuran-3,4-diyl-dimesylate